C(C1=CC=CC=C1)N1C2=NC=NC(=C2N=C1C1=C(C=C(OCCN2CCN(CC2)C(=O)OC(C)(C)C)C=C1)Cl)OC1(CC1)C#C tert-butyl 4-(2-(4-(9-benzyl-6-(1-ethynylcyclopropoxy)-9H-purin-8-yl)-3-chlorophenoxy)ethyl)piperazine-1-carboxylate